(benzyloxy)-8-methoxy-2,6,6,9-tetramethyl-6H-benzo[c]chromene C(C1=CC=CC=C1)OC1=C2C3=C(C(OC2=CC=C1C)(C)C)C=C(C(=C3)C)OC